N1C=C(C2=CC=CC=C12)C(CN1N=NC(=C1)CCC(=O)NC1=CC=CC=C1)(C)C 3-(1-(2-(1H-indol-3-yl)-2-methylpropyl)-1H-1,2,3-triazol-4-yl)-N-phenylpropanamide